4-(1-(2-((tert-butyldimethylsilyl)oxy)ethyl)-3-phenyl-1H-pyrazol-4-yl)-6-chloro-7-methoxypyrido[3,2-d]pyrimidine [Si](C)(C)(C(C)(C)C)OCCN1N=C(C(=C1)C=1C2=C(N=CN1)C=C(C(=N2)Cl)OC)C2=CC=CC=C2